C1(=CC=CC=C1)S(=O)(=O)N1C=C(C=2C1=NC=CC2C2=CC=C(C=C2)NC(OC(C)(C)C)=O)CC tert-butyl N-[4-[1-(benzenesulfonyl)-3-ethyl-pyrrolo[2,3-b]pyridin-4-yl]phenyl]carbamate